C(C)N1CCC(CC1)C1=CN(C2=C1C=NC(=C2)NC(C)=O)C2=NC(=CC(=C2)C)[C@]2(COCC2)OC (R)-N-(3-(1-ethylpiperidin-4-yl)-1-(6-(3-methoxytetrahydrofuran-3-yl)-4-methylpyridin-2-yl)-1H-pyrrolo[3,2-c]pyridin-6-yl)acetamide